quinoline-2,6-diamine N1=C(C=CC2=CC(=CC=C12)N)N